tert-butyl (R)-((8-bromochroman-4-yl)methyl)(methyl)carbamate BrC=1C=CC=C2[C@@H](CCOC12)CN(C(OC(C)(C)C)=O)C